methoxymethyl 4-((4-(benzyloxy)-2,3,6-trimethylbenzoyl)oxy)-2-hydroxy-3,5,6-trimethylbenzoate C(C1=CC=CC=C1)OC1=C(C(=C(C(=O)OC2=C(C(=C(C(=O)OCOC)C(=C2C)C)O)C)C(=C1)C)C)C